N12C[C@H](C(CC1)CC2)OC(N[C@@H]2C(CCC1=CC(=CC=C21)C2=CC(=C(C=C2)OC(C)C)F)(C)C)=O (S)-quinuclidin-3-yl((R)-6-(3-fluoro-4-isopropoxyphenyl)-2,2-dimethyl-1,2,3,4-tetrahydronaphthalen-1-yl)carbamate